1-((5-(5-(difluoromethyl)-1,3,4-oxadiazol-2-yl)pyridin-2-yl)methyl)-4-phenyl-1H-1,2,3-triazol-5-carbaldehyde FC(C1=NN=C(O1)C=1C=CC(=NC1)CN1N=NC(=C1C=O)C1=CC=CC=C1)F